3-(bromomethyl)-8-fluoroindolo[2,1-b]quinazoline-6,12-dione BrCC1=CC=C2C(N3C(=NC2=C1)C(C1=CC(=CC=C13)F)=O)=O